COC1=C(C(=CC=C1)OC)C1=CC(=CC=C1)C(=O)C1=CC(=C(C=C1)N1C=NC(=C1)C)OC (2',6'-dimethoxy-[1,1'-biphenyl]-3-yl)(3-methoxy-4-(4-methyl-1H-imidazol-1-yl)phenyl)methanone